O1C=C(C=C1)C1=C(C=C(C=C1)[N+](=O)[O-])CN(C)C 1-(2-(furan-3-yl)-5-nitrophenyl)-N,N-dimethylmethylamine